1-(7-(spiro[4.5]decan-8-yloxy)-3,4-dihydroisoquinolin-2(1H)-yl)prop-2-en-1-one C1CCCC12CCC(CC2)OC2=CC=C1CCN(CC1=C2)C(C=C)=O